1-(methacryloyloxy)pyrrolidine C(C(=C)C)(=O)ON1CCCC1